2,2,4-trimethylhexandiol CC(C(O)O)(CC(CC)C)C